ClC=1C=C(C(=NC1)[C@@H](C1(CCCC1)C)NC1=C(C(C1=O)=O)NC1=C(C(=NC=C1)C(=O)N(C)C)O)C (R)-4-((2-(((5-chloro-3-methylpyridin-2-yl)(1-methylcyclopentyl)methyl)amino)-3,4-dioxocyclobut-1-en-1-yl)amino)-3-hydroxy-N,N-dimethylpicolinamide